FC1=C(C[C@H](N)C(=O)O)C=CC(=C1)F 2,4-difluoro-L-phenylalanine